FC(C=1N=COC1C(=O)N1[C@@H](C2=C(CC1)NC=N2)C2=NN1C(C(=CC=C1)F)=C2)F (S)-(4-(difluoromethyl)oxazol-5-yl)(4-(4-fluoropyrazolo[1,5-a]pyridin-2-yl)-6,7-dihydro-1H-imidazo[4,5-c]pyridin-5(4H)-yl)methanone